[Ca+2].O=N[C@@H]([C@@H](C)CC)C(=O)[O-].O=N[C@@H]([C@@H](C)CC)C(=O)[O-] |r| racemic-ketoisoleucine calcium salt